S1C(=CC=C1)C1=CC=C(C=C1)B(O)O 4-(2-thienyl)phenylboronic acid